methyl 2-amino-4-(aminomethyl)-1-(3-methoxy-2,6-dimethylphenyl)-5,6-dimethyl-1H-pyrrolo[2,3-b]pyridine-3-carboxylate NC1=C(C=2C(=NC(=C(C2CN)C)C)N1C1=C(C(=CC=C1C)OC)C)C(=O)OC